C1(=C(C=CC=C1)[B-](C1=C(C=CC=C1)C)(C1=C(C=CC=C1)C)C1=C(C=CC=C1)C)C.C[NH+](C)C trimethyl-ammonium tetra(tolyl)borate